sodium oxalate carbon [C+4].C(C(=O)[O-])(=O)[O-].[Na+]